2-(2,6-bis((E)-4-(9H-carbazol-9-yl)styryl)-4H-pyran-4-ylidene)malononitrile C1=CC=CC=2C3=CC=CC=C3N(C12)C1=CC=C(/C=C/C=2OC(=CC(C2)=C(C#N)C#N)\C=C\C2=CC=C(C=C2)N2C3=CC=CC=C3C=3C=CC=CC23)C=C1